CC1=CC=C(C=C1)NC(=S)NC1=CC=C(C=C1)C N,N'-bis(4-methylphenyl)thiourea